N-methoxycarbonyl-N'-isopropoxycarbonylhydrazine COC(=O)NNC(=O)OC(C)C